C(C=C)(=O)OCCOCCOCCOCCOC(C=C)=O ((Oxybis(ethane-2,1-diyl))bis(oxy))bis(ethane-2,1-diyl) diacrylate